C(C)(=O)OCC(CC1=C(N(C2=CC=C(C=C12)Br)CC(F)(F)F)C=1C(=NC=C(C1)N1CCN(CC1)C1CC1)C(C)OC)(C)C 3-(5-bromo-2-(5-(4-cyclopropylpiperazin-1-yl)-2-(1-methoxyethyl) pyridin-3-yl)-1-(2,2,2-trifluoroethyl)-1H-indol-3-yl)-2,2-dimethylpropyl acetate